(S)-4-(5-(2-(4-chlorophenyl)-3-(isopropylamino)propionyl)-5,6-dihydropyrrolo[3,4-c]pyrazol-2(4H)-yl)-5,5-dimethyl-5H-pyrrolo[2,3-d]pyrimidin-6(7H)-one ClC1=CC=C(C=C1)[C@H](C(=O)N1CC2=NN(C=C2C1)C=1C2=C(N=CN1)NC(C2(C)C)=O)CNC(C)C